2-((((9H-Fluoren-9-yl)methoxy)carbonyl)(methyl)amino)-3-(3-(trifluoromethyl)phenyl)propanoic acid C1=CC=CC=2C3=CC=CC=C3C(C12)COC(=O)N(C(C(=O)O)CC1=CC(=CC=C1)C(F)(F)F)C